3-amino-4-((6-isobutyl-4-methylpyridin-3-yl)amino)thieno[2,3-b]Pyridine NC1=CSC2=NC=CC(=C21)NC=2C=NC(=CC2C)CC(C)C